FC=1C(=CC(=C(C1)N1C(C=CC2=CC(=CC=C12)S(=O)(=O)NC1=NC=CC=N1)=O)OC)C12CC(C1)(C2)C(F)(F)F (P)-1-(5-FLUORO-2-METHOXY-4-(3-(TRIFLUOROMETHYL)BICYCLO[1.1.1]PENTAN-1-YL)PHENYL)-2-OXO-N-(PYRIMIDIN-2-YL)-1,2-DIHYDROQUINOLINE-6-SULFONAMIDE